3,5-bis(dicarboxyphenyl)-4,4'-bipyridyl C(=O)(O)C=1C(=C(C=CC1)C=1C=NC=C(C1C1=CC=NC=C1)C1=C(C(=CC=C1)C(=O)O)C(=O)O)C(=O)O